ClC=1C(=C(CN(C(=O)C=2C(=NNC2F)C(F)F)C2CC2)C(=CC1)C(F)(F)F)F N-[3-chloro-2-fluoro-6-(trifluoromethyl)benzyl]-N-cyclopropyl-3-(difluoromethyl)-5-fluoro-1H-pyrazole-4-carboxamide